ClC1=C(C(=O)NC=2C=C3C=C(N(C3=CC2)C)C(=O)NC(C)C2=CC=C(C=C2)C(F)(F)F)C=C(C=C1)CNC(C(C)C)=O 5-(2-chloro-5-(isobutyrylaminomethyl)benzoylamino)-1-methyl-N-(1-(4-(trifluoromethyl)phenyl)ethyl)-1H-indole-2-carboxamide